1-(2,6-dichlorophenyl)-4-((4-(5-methyl-1H-1,2,4-triazol-1-yl)phenyl)amino)-1H-pyrazole-3-carboxamide ClC1=C(C(=CC=C1)Cl)N1N=C(C(=C1)NC1=CC=C(C=C1)N1N=CN=C1C)C(=O)N